5-(5-(3,4-difluoro-5-(piperazin-1-yl)phenyl)-1H-pyrrolo[2,3-b]pyridin-3-yl)-N-(1-methylpiperidin-4-yl)pyrazolo[1,5-a]pyridine-3-carboxamide FC=1C=C(C=C(C1F)N1CCNCC1)C=1C=C2C(=NC1)NC=C2C2=CC=1N(C=C2)N=CC1C(=O)NC1CCN(CC1)C